4-(4-((1R,5S)-3,8-Diazabicyclo[3.2.1]octan-3-yl)-8-fluoro-2-((1-methyl-1,4-dihydropyrrolo[3,2-c]pyrazol-5-yl)methoxy)pyrido[4,3-d]pyrimidin-7-yl)-5,6-difluoronaphthalen-2-ol [C@H]12CN(C[C@H](CC1)N2)C=2C1=C(N=C(N2)OCC2=CC=3N(N=CC3N2)C)C(=C(N=C1)C1=CC(=CC2=CC=C(C(=C12)F)F)O)F